ClC=1C(=CC(=C(N)C1)F)C=1C=NC(=CC1)COC 5-chloro-2-fluoro-4-(6-(methoxymethyl)pyridin-3-yl)aniline